6-(4,5-dihydrofuran-2-yl)-1-oxo-1H-isoquinoline-2,3-dicarboxylic acid 2-tert-butyl ester 3-methyl ester COC(=O)C=1N(C(C2=CC=C(C=C2C1)C=1OCCC1)=O)C(=O)OC(C)(C)C